[(3R,9aS)-3-(3-chloro-4-fluoro-phenyl)-3,4,6,7,9,9a-hexahydro-1H-pyrazino[2,1-c][1,4]oxazin-8-yl]-[2-chloro-3-(3-fluoro-1H-pyrazol-4-yl)phenyl]methanone ClC=1C=C(C=CC1F)[C@@H]1CN2[C@H](CO1)CN(CC2)C(=O)C2=C(C(=CC=C2)C=2C(=NNC2)F)Cl